tetracalcium pyrophosphate [O-]P([O-])(=O)OP(=O)([O-])[O-].[Ca+2].[Ca+2].[Ca+2].[Ca+2].[O-]P([O-])(=O)OP(=O)([O-])[O-]